(3R,4R)-4-(((7-(((1-Cyclopropyl-1H-pyrazol-5-yl)methyl)amino)-3-isopropylpyrazolo[1,5-a]pyrimidin-5-yl)amino)methyl)piperidin-3-ol C1(CC1)N1N=CC=C1CNC1=CC(=NC=2N1N=CC2C(C)C)NC[C@@H]2[C@H](CNCC2)O